ClC=1C=C(C2=C(N1)N(C=C2)C)C(=O)O 6-chloro-1-methyl-1H-pyrrolo[2,3-b]pyridine-4-carboxylic acid